C1(CCCC1)C=1C=NN2C1N=C(N=C2N(CC2=CC=C(C=C2)OC)CC2=CC=C(C=C2)OC)N2CCOCC2 8-cyclopentyl-N,N-bis[(4-methoxyphenyl)methyl]-2-(morpholin-4-yl)pyrazolo[1,5-a][1,3,5]triazin-4-amine